NC1=NC(=NC=C1)C=1C=NN(C1O[C@H](CCNC1=C(C=NC(=C1)Cl)C1=NC=C(C=C1)C(C(F)(F)F)(C)O)C)C 2-(4'-(((S)-3-((4-(4-Aminopyrimidin-2-yl)-1-methyl-1H-pyrazol-5-yl)oxy)butyl)amino)-6'-chloro-[2,3'-bipyridin]-5-yl)-1,1,1-trifluoropropan-2-ol